[Tb].N1=C(C=CC=C1)C1=NC=CC=C1 2,2'-bipyridyl terbium